4-(1,4-dioxaspiro[4.5]dec-7-en-8-yl)pyrimidin-2-amine O1CCOC12CC=C(CC2)C2=NC(=NC=C2)N